[4-(2-trifluoromethoxybenzenesulfonylamino)-1-piperidinyl]Benzothiazole-6-carboxylic acid FC(OC1=C(C=CC=C1)S(=O)(=O)NC1CCN(CC1)C=1SC2=C(N1)C=CC(=C2)C(=O)O)(F)F